1-(2,4-xylylazo)-2-naphthol C1(=C(C=C(C=C1)C)C)N=NC1=C(C=CC2=CC=CC=C12)O